(S)-3-((6'-Chloro-3-fluoro-5-((3-(2-fluoropropan-2-yl)azetidin-1-yl)methyl)-[2,3'-bipyridin]-4'-yl)amino)butan-1-ol ClC1=CC(=C(C=N1)C1=NC=C(C=C1F)CN1CC(C1)C(C)(C)F)N[C@H](CCO)C